1-methoxy-6-(((2S,3R,4S,5R)-3,4,5-trihydroxytetrahydro-2H-pyran-2-yl)oxy)phenazine 5,10-dioxide COC1=CC=CC2=[N+](C3=C(C=CC=C3[N+](=C12)[O-])O[C@@H]1OC[C@H]([C@@H]([C@H]1O)O)O)[O-]